BrC=1C=C(C(=C(C(=O)O)C1)NCC1=CC=C(C=C1)C(F)(F)F)[N+](=O)[O-] 5-bromo-3-nitro-2-((4-(trifluoromethyl)benzyl)amino)benzoic acid